3-(4-fluorophenyl)-7-(2-methoxyethyl)-1H-indole-2-carboxylic acid FC1=CC=C(C=C1)C1=C(NC2=C(C=CC=C12)CCOC)C(=O)O